N-[5-(4-tert-butoxyphenyl)thiazol-2-yl]-8-oxo-6,7-dihydro-5H-indolizine-5-carboxamide C(C)(C)(C)OC1=CC=C(C=C1)C1=CN=C(S1)NC(=O)C1N2C=CC=C2C(CC1)=O